trans-tert-butyl N-[4-[7-amino-3-(2-fluoro-6-methyl-phenyl)-2-oxo-4H-pyrimido[4,5-d]pyrimidin-1-yl]cyclohexyl]-N-methyl-carbamate NC1=NC=C2C(=N1)N(C(N(C2)C2=C(C=CC=C2C)F)=O)[C@@H]2CC[C@H](CC2)N(C(OC(C)(C)C)=O)C